3-bromo-4-((7-phenylbenzo[d]isothiazol-3-yl)amino)benzaldehyde BrC=1C=C(C=O)C=CC1NC1=NSC2=C1C=CC=C2C2=CC=CC=C2